C1(CC1)C1=CC=C(N1)C(=O)NC1(CCCCC1)C(=O)O 1-[(5-cyclopropyl-1H-pyrrole-2-carbonyl)amino]cyclohexanecarboxylic acid